N1=C(C=CC2=CC=C3C=CC=NC3=C12)C(CC1=NC=CC=C1)O 1-(1,10-phenanthroline-2-yl)-2-(pyridin-2-yl)ethanol